(R)-6-chloro-2-(3-(2,2-difluoro-1-methoxyethyl)-1H-1,2,4-triazol-5-yl)-3-(1H-imidazol-1-yl)-5-methoxy-1-methyl-1H-pyrrolo[3,2-b]pyridine ClC=1C=C2C(=NC1OC)C(=C(N2C)C2=NC(=NN2)[C@H](C(F)F)OC)N2C=NC=C2